2-(1H-imidazol-1-yl)-N-(6-methylpyridin-3-yl)-6-(trifluoromethyl)pyrimidine-4-carboxamide N1(C=NC=C1)C1=NC(=CC(=N1)C(=O)NC=1C=NC(=CC1)C)C(F)(F)F